7-bromo-9-(4-chloro-2-fluorophenyl)-2,3-dimethyl-4H-pyrido[1,2-a]pyrimidin-4-one BrC=1C=C(C=2N(C(C(=C(N2)C)C)=O)C1)C1=C(C=C(C=C1)Cl)F